C(C)(C)(C)OC(=O)NC12CN(CC(C1)C2)C(=O)OCC2=CC=CC=C2 Benzyl 1-((tert-butoxycarbonyl)amino)-3-azabicyclo[3.1.1]heptane-3-carboxylate